C(#N)N1C[C@H](CC1)C(=O)NC=1SC2=C(N1)C=CC=C2C=2C(=NOC2C)C (S)-1-cyano-N-(7-(3,5-dimethylisoxazol-4-yl)benzo[d]thiazol-2-yl)pyrrolidine-3-carboxamide